C(C)(C)(C)OC(=O)N1CCC2=CC(=CC=C12)S(=O)(=O)Cl.[Si](C)(C)(C(C)(C)C)O[C@H]1CN(CC1)C(=O)N1C=NC=C1 (R)-(3-((tert-butyldimethylsilyl)oxy)pyrrolidin-1-yl)(1H-imidazol-1-yl)methanone tert-butyl-5-(chlorosulfonyl)indoline-1-carboxylate